C1(CC1)C=1N=CN(C1)C1=C(C=CC2=CC=CC=C12)C(=O)NC1=NC(=CC=C1)C1=NN=CN1C(C)C (4-cyclopropyl-1H-imidazol-1-yl)-N-(6-(4-isopropyl-4H-1,2,4-triazol-3-yl)pyridin-2-yl)-2-naphthamide